CC(=O)OCC(COC1=CC=CC=C1)OC(=O)C calcium dicarbide